3-(3-((5-fluoro-6-((3-fluorobenzyl)oxy)pyridin-3-yl)methyl)isoxazol-5-yl)pyridin-2-amine FC=1C=C(C=NC1OCC1=CC(=CC=C1)F)CC1=NOC(=C1)C=1C(=NC=CC1)N